2-morpholino-5,7-dihydropyrrolo[3,4-b]pyridine-3,6-dicarboxylic acid O6-benzyl O3-methyl ester COC(=O)C=1C=C2C(=NC1N1CCOCC1)CN(C2)C(=O)OCC2=CC=CC=C2